C(C=C)C1=CC(=C(C(=C1)C1=CC2=C(NC=N2)C=C1)C(C)(C)O)F 2-(4-allyl-2-fluoro-6-(1H-benzimidazol-5-yl)phenyl)propane-2-ol